(benzyloxy)-2,6-dimethyl-8,10-dioxo-N-(2,4,6-trifluorobenzyl)-3,6,8,10-tetrahydro-2H-1,7-methanopyrido[1,2-b][1,2,5]triazecine-11-carboxamide C(C1=CC=CC=C1)OC1(CC=CC(N2C(C=3N(N1C2)C=C(C(C3)=O)C(=O)NCC3=C(C=C(C=C3F)F)F)=O)C)C